4-(5-chloro-2-fluoropyridin-3-yl)-3-methyloxan-4-ol ClC=1C=C(C(=NC1)F)C1(C(COCC1)C)O